2-chloro-N4-(4-(1-ethyl-4-(trifluoromethyl)-1H-imidazol-2-yl)benzyl)-N5-methylpyrimidine-4,5-diamine ClC1=NC=C(C(=N1)NCC1=CC=C(C=C1)C=1N(C=C(N1)C(F)(F)F)CC)NC